FC=1C=C(C=C(C1)CO)C(C)(C)O 2-[3-fluoro-5-(hydroxymethyl)phenyl]propan-2-ol